ClC1=C(C=CC(=C1)Cl)\C=1\CCCC2=C(/C1/C1=CC=C(C=C1)CC1CN(C1)CC=CC(=O)N(C)C)C=CC=C2 (E)-8-(2,4-dichlorophenyl)-9-(4-((1-(4-(dimethylamino)-4-oxobut-2-en-1-yl)azetidin-3-yl)methyl)phenyl)-6,7-dihydro-5H-benzo[7]annulene